4-(4-methyl-1H-pyrazol-1-yl)benzamide CC=1C=NN(C1)C1=CC=C(C(=O)N)C=C1